1-(2-(7-(4-cyanophenoxy)-3,4-dihydroisoquinolin-2(1H)-yl)-2-oxoeth-yl)urea C(#N)C1=CC=C(OC2=CC=C3CCN(CC3=C2)C(CNC(=O)N)=O)C=C1